C(C)(C)(C)N1CCC(CC1)OC1CCC(CC1)N1N=C(C=2CN(CCC21)C(C)=O)I tert-butyl-4-[4-(5-acetyl-3-iodo-6,7-dihydro-4H-pyrazolo[4,3-c]pyridin-1-yl)cyclohexoxy]piperidine